N-(3-chloro-5-(methylsulfonamido)phenyl)-1-(3-((3-fluorobenzyl)oxy)pyridin-2-yl)-1H-pyrazole-4-carboxamide ClC=1C=C(C=C(C1)NS(=O)(=O)C)NC(=O)C=1C=NN(C1)C1=NC=CC=C1OCC1=CC(=CC=C1)F